Cl.N1(CCCCCC1)C1=C(C(=O)O)C=CC(=C1)[N+](=O)[O-] (azepan-1-yl)-4-nitrobenzoic acid hydrochloride